(S)-4-(7'-(3,5-difluorophenyl)-1'-oxodihydro-1'H,3'H,5'H-spiro[piperidine-4,2'-pyrazolo[1,2-a]pyrazol]-1-yl)-6-methylpyrimidine-2-carbonitrile FC=1C=C(C=C(C1)F)[C@@H]1CCN2N1C(C1(C2)CCN(CC1)C1=NC(=NC(=C1)C)C#N)=O